BrC=1C(=C(C=NC1C(F)(F)F)NCC=1C=C2N=CC=NC2=CC1)N1CCNCC1 5-Bromo-4-(piperazin-1-yl)-N-(quinoxalin-6-ylmethyl)-6-(trifluoromethyl)pyridin-3-amine